6-(1H-pyrazol-4-ylsulfonyl)-2-((2,3-dihydrofuro[2,3-b]pyridin-5-yl)methyl)phthalazin-1(2H)-one N1N=CC(=C1)S(=O)(=O)C=1C=C2C=NN(C(C2=CC1)=O)CC=1C=C2C(=NC1)OCC2